3a,4,5,6,7,7a-Hexahydro-4,7-methano-1H-inden-6-yl propanoate C(CC)(=O)OC1CC2C3C=CCC3C1C2